Cl.N=1NC=C2N=CC=C(C21)N2CC1CCC(C2)N1C(=O)[C@H]1[C@@H](C1)F (3-(2H-pyrazolo[4,3-b]pyridin-7-yl)-3,8-diazabicyclo[3.2.1]octan-8-yl)((1S,2R)-2-fluorocyclopropyl)methanone hydrochloride